1-(6-(2,4-dioxo-1,2,3,4-tetrahydropyrimidin-5-yl)imidazo[1,2-b]pyridazin-8-yl)-4,4-difluoropyrrolidin-3-yl (2,2,2-trifluoroethyl)carbamate FC(CNC(OC1CN(CC1(F)F)C=1C=2N(N=C(C1)C=1C(NC(NC1)=O)=O)C=CN2)=O)(F)F